FC1(CC=C(CC1)C1=C(C=C2C(=NC(N3C2=C1SCC(C3)C3=NC=CC=C3)=O)N3C[C@@H](N[C@@H](C3)C)C)C(F)(F)F)F 11-(4,4-Difluorocyclohex-1-en-1-yl)-8-((3S,5R)-3,5-dimethylpiperazin-1-yl)-3-(pyridin-2-yl)-10-(trifluoromethyl)-3,4-dihydro-2H,6H-[1,4]thiazepino[2,3,4-ij]quinazolin-6-one